OC1OC(C2=CC=C(C=C12)[N+](=O)[O-])=O 3-hydroxy-5-nitroisobenzofuran-1(3H)-one